4-chloro-2-iodo-1-(benzenesulfonyl)-1H-pyrrolo[2,3-b]Pyridine ClC1=C2C(=NC=C1)N(C(=C2)I)S(=O)(=O)C2=CC=CC=C2